C1(=CC=CC=2C3=CC=CC=C3NC12)C1=CC=C(C=C1)C1=CC=C(C=C1)C1=CC=CC=2C3=CC=CC=C3NC12 4,4'-bis(carbazolyl)biphenyl